BrC1=C(C=NN1CC)CC1=NN(N=C1I)C 4-[(5-bromo-1-ethyl-1H-pyrazol-4-yl)methyl]-5-iodo-2-methyl-2H-1,2,3-triazole